di-n-propyl-bis-(2-methoxyethoxy)silane C(CC)[Si](OCCOC)(OCCOC)CCC